N-[(6-Amino-2-pyridyl)sulfonyl]-6-[2-(diethylamino)-6-methyl-4-pyridyl]-2-[(4S)-2,2,4-trimethylpyrrolidin-1-yl]pyridin-3-carboxamid NC1=CC=CC(=N1)S(=O)(=O)NC(=O)C=1C(=NC(=CC1)C1=CC(=NC(=C1)C)N(CC)CC)N1C(C[C@@H](C1)C)(C)C